FC1=C(OC=2N=CC(=NC2)NC([C@H](C)N2CC(N(CC2)C(=O)C=2N=CC(N(C2)C2COC2)=O)(C)C)=O)C=CC(=C1)F (S)-N-(5-(2,4-difluorophenoxy)pyrazin-2-yl)-2-(3,3-dimethyl-4-(4-(oxetan-3-yl)-5-oxo-4,5-dihydropyrazine-2-carbonyl)piperazin-1-yl)propanamide